cyclopropane-1,1-dicarboxylic acid [4-(6,7-dimethoxy-quinoline-4-yloxy)-phenyl]-amide (4-fluoro-phenyl)-amide, Malate Salt C(C(O)CC(=O)O)(=O)O.FC1=CC=C(C=C1)NC(=O)C1(CC1)C(=O)NC1=CC=C(C=C1)OC1=CC=NC2=CC(=C(C=C12)OC)OC